(3S,4S,5R)-1-(((S)-1-(3-(trifluoromethyl)pyridin-2-yl)piperidin-3-yl)methyl)piperidine-3,4,5-triol FC(C=1C(=NC=CC1)N1C[C@@H](CCC1)CN1C[C@@H](C([C@@H](C1)O)O)O)(F)F